bis(isocyanatomethyl)-cyclohexane diisocyanate [N-]=C=O.[N-]=C=O.N(=C=O)CC1(CCCCC1)CN=C=O